(2R,3S,4S,5R)-N-(3-carbamoyl-4-fluoro-phenyl)-3-[2-(difluoromethoxy)-4-fluoro-phenyl]-4,5-dimethyl-5-(trifluoromethyl)tetrahydrofuran-2-carboxamide C(N)(=O)C=1C=C(C=CC1F)NC(=O)[C@@H]1O[C@]([C@H]([C@H]1C1=C(C=C(C=C1)F)OC(F)F)C)(C(F)(F)F)C